C(C)(C)(C)OC(=O)N[C@@H](C(CCOCC(=O)OCC)(C)C)C(=O)N1[C@@H](C[C@H](C1)O)C(NCC1=CC=C(C=C1)C#C)=O ethyl 2-[(4S)-4-(tert-butoxycarbonylamino)-5-[(2S,4R)-2-[(4-ethynylphenyl)methylcarbamoyl]-4-hydroxy-pyrrolidin-1-yl]-3,3-dimethyl-5-oxo-pentoxy]acetate